C(C)(=O)C=1CNC2=CC=C(C=C2C1C1=CC=CC=C1)Br 3-acetyl-6-bromo-4-phenyl-1,2-dihydroquinoline